N1[C@@H](CCC1)C(=O)O L-prolyl alcohol